2-(5-(2-amino-5-(6-methylpyridin-2-yl)-1H-imidazol-4-yl)-1H-indazol-1-yl)-2-methyl-1-propanol NC=1NC(=C(N1)C=1C=C2C=NN(C2=CC1)C(CO)(C)C)C1=NC(=CC=C1)C